(2-((tert-Butoxycarbonyl)amino)-5,6-dimethylbenzo[d]thiazol-4-yl)boronic acid C(C)(C)(C)OC(=O)NC=1SC2=C(N1)C(=C(C(=C2)C)C)B(O)O